4-(((1r,4r)-4-(3-(3-fluoro-4-(trifluoromethoxy)phenyl)ureido)cyclohexyl)oxy)benzamide sodium glycinate sulfate S(=O)(=O)([O-])O.NCC(=O)O.[Na+].FC=1C=C(C=CC1OC(F)(F)F)NC(NC1CCC(CC1)OC1=CC=C(C(=O)N)C=C1)=O